2-(((3R,4S)-1-(5,6-diphenylpyrazin-2-yl)-3-fluoropiperidin-4-yl)oxy)acetic acid C1(=CC=CC=C1)C=1N=CC(=NC1C1=CC=CC=C1)N1C[C@H]([C@H](CC1)OCC(=O)O)F